CN1N=NC(=C1)C=1C=C(C=CC1)NC(OC(C)(C)C)=O tert-butyl (3-(1-methyl-1H-1,2,3-triazol-4-yl)phenyl)carbamate